[Br-].BrC(C)C1=C(C=CC=C1)P(C1=CC=CC=C1)C1=CC=CC=C1 1-bromoethyl-triphenylphosphine bromide